N1C=C(C2=CC=CC=C12)C1=NC(=NC=C1)NC1=CC=C(C(=O)NN=CC2=CC=CC=C2)C=C1 4-(4-(1H-indol-3-yl)pyrimidin-2-ylamino)-N'-benzylidenebenzohydrazide